The molecule is a carotenol obtained by formal hydration of a double bond at position 1' of demethylspheroidene. It is a carotenol, a diol and a tertiary alcohol. It derives from a demethylspheroidene. C/C(=C\\CC/C(=C/C=C/C(=C/C=C/C=C(\\C)/C=C/C=C(\\C)/C=C/C=C(\\C)/C=C/CC(C)(C)O)/C)/C)/CCCC(C)(C)O